19-chloro-22-((2S,5R)-2,5-dimethyl-4-(2-propenoyl)-1-piperazinyl)-1,23,26-triazapentacyclo[16.6.2.0~2,7~.0~12,17~.0~21,25~]hexacosa-2,4,6,9,12,14,16,18,20,22,25-undecaen-24-one ClC1=C2C3=CC=CC=C3CC=CCC3=CC=CC=C3N3C(N=C(C(=C1)C3=N2)N2[C@H](CN([C@@H](C2)C)C(C=C)=O)C)=O